C(C(C)C)OC(=O)N1CC(C1)N1N=C2N(C(N(CC2=C1)C1CCN(CC1)C1=C(C=CC=C1C)F)=O)CC1=C(C=CC=C1)C(F)(F)F 3-[5-[1-(2-fluoro-6-methyl-phenyl)-piperidin-4-yl]-6-oxo-7-(2-trifluoromethyl-benzyl)-4,5,6,7-tetrahydro-pyrazolo[3,4-d]pyrimidin-2-yl]-azetidine-1-carboxylic acid isobutyl ester